tert-butyl 4-[8-({8-fluoro-2-methylimidazo[1,2-a]pyridin-6-yl}carbamoyl)quinoxalin-5-yl]-3,6-dihydro-2H-pyridine-1-carboxylate FC=1C=2N(C=C(C1)NC(=O)C=1C=CC(=C3N=CC=NC13)C=1CCN(CC1)C(=O)OC(C)(C)C)C=C(N2)C